C(N)(OC(C1=C(C=CC=C1)C=1C=CC=2N(C1)C(=C(N2)N)C(=O)[C@H]2[C@H](C2)F)C(C)(C)C)=O (tert-butyl 2-(2-amino-3-((1s,2s)-2-fluorocyclopropane-1-carbonyl) imidazo[1,2-a]pyridin-6-yl) benzyl) carbamate